N-[[6-[1-(1-isopropylpyrrolidin-3-yl)pyrazole-4-carbonyl]-6-azaspiro[2.5]octan-2-yl]methyl]furo[2,3-c]pyridine-2-carboxamide C(C)(C)N1CC(CC1)N1N=CC(=C1)C(=O)N1CCC2(C(C2)CNC(=O)C2=CC=3C(=CN=CC3)O2)CC1